(+-)-(3Z)-5-methyl-3-heptanone oxime C[C@@H](C\C(\CC)=N/O)CC |r|